[He].[He].[He].[He].CN([C@H](CNC(C[C@@H](C1(CC1)C(F)(F)F)C=1OC(=CC1)C)=O)CC1=C(C=C(C=C1)O)C)C (S)-N-((S)-2-(dimethylamino)-3-(4-hydroxy-2-methylphenyl)propyl)-3-(5-methylfuran-2-yl)-3-(1-(trifluoromethyl)cyclopropyl)propanamide helium trihelium